methyl-4-(t-butylperoxy)-2-pentanone CCC(CC(C)OOC(C)(C)C)=O